(S)-2-(4-(4-(3-aminopiperidin-1-yl)-6-((2-(2-fluoro-6-methoxyphenyl)pyrimidin-4-yl)amino)pyridin-3-yl)-1H-pyrazol-1-yl)-N,N-dimethylacetamide hydrochloride Cl.N[C@@H]1CN(CCC1)C1=C(C=NC(=C1)NC1=NC(=NC=C1)C1=C(C=CC=C1OC)F)C=1C=NN(C1)CC(=O)N(C)C